tert-butyl 3-[7-(indan-2-ylcarbamoyl)pyrazolo[1,5-a]pyrimidin-2-yl]azetidine-1-carboxylate C1C(CC2=CC=CC=C12)NC(=O)C1=CC=NC=2N1N=C(C2)C2CN(C2)C(=O)OC(C)(C)C